ClC1=NC=C(C(=C1)NC1CCC(CC1)CN(C)C)C#CC=1C=NN(C1)C 2-chloro-N-((1s,4s)-4-((dimethylamino)methyl)cyclohexyl)-5-((1-methyl-1H-pyrazol-4-yl)ethynyl)pyridin-4-amine